tert-butyl (1S,3S)-[3-[4-[pyrazolo[1,5-a]pyrimidin-5-yl]pyrimidin-2-yl]aminocyclopentan-1-yl]aminocarboxylate N1=CC=C2N1C=CC(=N2)C2=NC(=NC=C2)N[C@@H]2C[C@H](CC2)NC(=O)OC(C)(C)C